NC1=C(C=NN1C1=C(C=CC(=C1)O)Cl)C(=O)C=1NC2=CC=C(C=C2C1)CN1CCOCC1 [5-Amino-1-(2-chloro-5-hydroxyphenyl)pyrazol-4-yl]-[5-(morpholin-4-ylmethyl)-1H-indol-2-yl]methanone